lithium nitrate, hydrate O.[N+](=O)([O-])[O-].[Li+]